5-(4-(2-isopropoxyethyl)piperazin-1-yl)-N-methyl-7-(trifluoromethyl)thieno[3,2-b]pyridine-3-carboxamide C(C)(C)OCCN1CCN(CC1)C1=CC(=C2C(=N1)C(=CS2)C(=O)NC)C(F)(F)F